(Z)-3-fluoro-4-(5-methylpyridin-2-ylsulfonyl)but-2-en-1-amine F\C(=C/CN)\CS(=O)(=O)C1=NC=C(C=C1)C